CC1(OC2=CC(=CC=C2C2=C1CC[C@H](C2)C)O)C (9R)-6,6,9-Trimethyl-7,8,9,10-tetrahydrobenzo[c]chromen-3-ol